3-cyano-1-[3-(1-hydroxyethyl)-6-[5-[(6-methylpyridazin-3-yl)amino]benzimidazol-1-yl]-2-pyridyl]-6,7-dihydro-4H-pyrazolo[4,3-c]pyridine-5-carboxylic acid tert-butyl ester C(C)(C)(C)OC(=O)N1CC2=C(CC1)N(N=C2C#N)C2=NC(=CC=C2C(C)O)N2C=NC1=C2C=CC(=C1)NC=1N=NC(=CC1)C